BrC1=CC(=C(C=O)C=C1C)F 4-bromo-2-fluoro-5-methylbenzaldehyde